N-(5-(1-methyl-1H-pyrazol-3-yl)-4-((6-methyl-2-(1-methyl-2-oxabicyclo[2.1.1]hexan-4-yl)pyrimidin-4-yl)amino)pyridin-2-yl)acetamide CN1N=C(C=C1)C=1C(=CC(=NC1)NC(C)=O)NC1=NC(=NC(=C1)C)C12COC(C1)(C2)C